(3R)-tert-Butyl 9-(1-(4-(difluoromethoxy)phenyl)ethyl)-3-methyl-8-(((methylsulfonyl)oxy)methyl)-10-oxo-3,4,7,8,9,10-hexahydropyrido[4',3':3,4]pyrazolo[1,5-a]pyrazine-2(1H)-carboxylate FC(OC1=CC=C(C=C1)C(C)N1C(C=2N(CC1COS(=O)(=O)C)N=C1C2CN([C@@H](C1)C)C(=O)OC(C)(C)C)=O)F